COC1=CC2=C(NC(=N2)SCC2=NC=C(C(=C2C)OC)C)C=C1 5-methoxy-2-(4-methoxy-3,5-dimethyl-2-pyridyl)methylthio-1H-benzimidazole